(S)-1-[(S)-1-({4-[(1H-Imidazol-2-yl)methyl]-1-piperidyl}carbonyl)-3-methylbutyl]-3-isobutyl-2-piperazinone N1C(=NC=C1)CC1CCN(CC1)C(=O)[C@H](CC(C)C)N1C([C@@H](NCC1)CC(C)C)=O